1,2-dimethyl 4-bromo-3-[(7R)-1,4-dioxa-8-azaspiro[4.5]decan-7-ylmethoxy]phthalate BrC=1C(=C(C(C(=O)OC)=CC1)C(=O)OC)OC[C@H]1CC2(OCCO2)CCN1